1-((1S,4S)-5-(4-((2-fluoro-3-methylphenyl)amino)pyrido[3,2-d]pyrimidin-6-yl)-2,5-diazabicyclo[2.2.2]octan-2-yl)prop-2-en-1-one FC1=C(C=CC=C1C)NC=1C2=C(N=CN1)C=CC(=N2)N2[C@@H]1CN([C@H](C2)CC1)C(C=C)=O